(S)-7-((5-methyl-6-(piperazin-1-yl)pyridin-3-yl)methyl)-2-(pentan-2-yloxy)imidazo[2,1-f][1,2,4]triazin-4-amine CC=1C=C(C=NC1N1CCNCC1)CC1=CN=C2C(=NC(=NN21)O[C@@H](C)CCC)N